FC(C1CCN(C2(CCC2)C1)C(=O)N)(F)F 8-(trifluoromethyl)-5-azaspiro[3.5]nonane-5-carboxamide